5-(3-(2,2-difluoroethyl)-2-methyl-3H-imidazo[4,5-b]pyridin-5-yl)-N2-((1r,4r)-4-(difluoromethoxy)cyclohexyl)-N4-methyl-7H-pyrrolo[2,3-d]pyrimidine-2,4-diamine FC(CN1C(=NC=2C1=NC(=CC2)C2=CNC=1N=C(N=C(C12)NC)NC1CCC(CC1)OC(F)F)C)F